N[C@H](C(=O)OC)CC1=CC(=C(C(=C1)B1OC(C(O1)(C)C)(C)C)OC)O methyl (S)-2-amino-3-(3-hydroxy-4-methoxy-5-(4,4,5,5-tetramethyl-1,3,2-dioxaborolan-2-yl)phenyl)propanoate